ClN1C(N(C(N(C1=O)Cl)=O)Cl)=O trichloroisocyanuric acid